FC(C1=CC=C2C(=N1)NC=C2S(=O)(=O)NC=2C(=NC(=C(C2)F)OCCF)OC)F 6-(Difluoromethyl)-N-[5-fluoro-6-(2-fluoroethoxy)-2-methoxypyridin-3-yl]-1H-pyrrolo[2,3-b]pyridin-3-sulfonamid